CCCCC/C=C\C/C=C\CCCCCCCC(=O)O[C@H](COC(=O)CC/C=C\C/C=C\C/C=C\C/C=C\C/C=C\C/C=C\CC)COP(=O)(O)OC[C@@H](C(=O)O)N 1-(4Z,7Z,10Z,13Z,16Z,19Z-docosahexaenoyl)-2-(9Z,12Z-octadecadienoyl)-glycero-3-phosphoserine